6-(4-fluoro-4-phenylpiperidin-1-yl)quinoline-4-carboxylic acid FC1(CCN(CC1)C=1C=C2C(=CC=NC2=CC1)C(=O)O)C1=CC=CC=C1